BrC1=CC=2C(=N[S@](=NC2C(=C1)Br)(=O)C)N[C@@H](C)C1=NC=NN1C1=CC=C(C=N1)C#N 6-[5-[(1S)-1-[[(3S)-8,10-dibromo-3-methyl-3-oxo-3λ6-thia-2,4-diazabicyclo[4.4.0]deca-1(6),2,4,7,9-pentaen-5-yl]amino]ethyl]-1,2,4-triazol-1-yl]pyridine-3-carbonitrile